11-[4-(1H-pyrrolo[3,2-c]pyridine-7-carbonyl)piperazin-1-yl]-5,11-dihydrobenzo[c][1]benzazepin-6-one N1C=CC=2C=NC=C(C21)C(=O)N2CCN(CC2)C2C1=C(C(NC3=C2C=CC=C3)=O)C=CC=C1